CC1=CC2=C3C(=C1C)C(CC=[N+]3C4=C(N2C[C@@H]([C@@H]([C@@H](COP(=O)(O)O)O)O)O)N=C(NC4=O)[O-])(C)C The molecule is a flavin mononucleotide resulting from the formal dehydrogenation of prenyl-FMNH2. It is an essential cofactor for the decarboxylase enzymes UbiD (Fdc1). It has a role as a cofactor. It is an organic heterotetracyclic compound, a flavin mononucleotide and a zwitterion. It derives from a D-ribitol 5-phosphate and a FMN. It is a conjugate acid of a prenyl-FMN(2-).